C1(CC1)C1=NN(C(C=2N1C1=C(C2)C=CS1)=O)CC(=O)NC1CN(CCC1)C 2-(8-cyclopropyl-5-oxothieno[3',2':4,5]pyrrolo[1,2-d][1,2,4]triazin-6(5H)-yl)-N-(1-methylpiperidin-3-yl)acetamide